C(C=C)OC1=C(C=O)C=CC(=C1)C 2-(Allyloxy)-4-methylbenzaldehyde